3-isocyanatomethyl-3,4,4-trimethylcyclohexyl isocyanate N(=C=O)CC1(CC(CCC1(C)C)N=C=O)C